ClC1=C(C=C(OC2=CC=C(C=C2)NS(=O)(=O)C2=CC(=C(C3=CC=CC=C23)O)C(=O)O)C=C1C)C 4-(N-(4-(4-chloro-3,5-dimethyl-phenoxy)phenyl)sulfamoyl)-1-hydroxy-2-naphthoic acid